(2S,3'S)-1'-((2-bromophenyl)sulfonyl)-4'-fluoro-3'-hydroxy-3-phenyl-5H-spiro[furan-2,2'-indoline]-5-one BrC1=C(C=CC=C1)S(=O)(=O)N1[C@]2([C@H](C3=C(C=CC=C13)F)O)OC(C=C2C2=CC=CC=C2)=O